C(C)C1NCC=2N(N=C(C21)C(=O)OC(C)C2=CC(=CC=C2)Br)C 1-(3-bromophenyl)ethane-1-ol ethyl-1-methyl-1,4,5,6-tetrahydropyrrolo[3,4-c]pyrazole-3-carboxylate